N-(3-(1H-imidazol-1-yl)benzyl)-N-(3-methoxybenzyl)-4-methyl-5-(morpholinomethyl)oxazol-2-amine N1(C=NC=C1)C=1C=C(CN(C=2OC(=C(N2)C)CN2CCOCC2)CC2=CC(=CC=C2)OC)C=CC1